2-Amino-9-((2R,3S,4S,5R)-4-fluoro-3-hydroxy-5-(hydroxymethyl)tetrahydrofuran-2-yl)-7-(4-(trifluoromethyl)benzyl)-7,9-dihydro-1H-purin-6,8-dion NC=1NC(C=2N(C(N(C2N1)[C@@H]1O[C@@H]([C@H]([C@H]1O)F)CO)=O)CC1=CC=C(C=C1)C(F)(F)F)=O